1-trifluoromethyl-4-(1-methylvinyl)benzene gold-calcium carbonate C([O-])([O-])=O.[Ca+2].[Au+3].FC(C1=CC=C(C=C1)C(=C)C)(F)F